4-(4-(4-Nitrobenzoyl)-3,4-dihydro-2H-pyrido[4,3-b][1,4]oxazin-8-yl)benzonitrile [N+](=O)([O-])C1=CC=C(C(=O)N2C3=C(OCC2)C(=CN=C3)C3=CC=C(C#N)C=C3)C=C1